C(C)(=O)N1C[C@@]2(CC1)N(C(CN(C2=O)C2=NC=C(C=C2)OC)=O)CC2=CC=C(C=C2)Cl (R)-2-acetyl-6-(4-chlorobenzyl)-9-(5-methoxypyridin-2-yl)-2,6,9-triazaspiro[4.5]decane-7,10-dione